N[C@@H](C(=O)O)C=1C=NC=C(C1)C=O (2R)-2-AMINO-2-(5-FORMYL(3-PYRIDYL))ACETIC ACID